tert-butyl 4-bromo-5-chloro-7-methyl-1H-indole-1-carboxylate BrC1=C2C=CN(C2=C(C=C1Cl)C)C(=O)OC(C)(C)C